tert-butyl-2-bromo-7-trifluoromethylphenoxazine-10-carboxylate C(C)(C)(C)OC(=O)N1C2=CC=C(C=C2OC=2C=CC(=CC12)Br)C(F)(F)F